S1C=CC=C1 r-thiophene